N-dimethylbutyl-ammonium chloride [Cl-].CC(CCC)([NH3+])C